sodium 3-(hydroxymethyl)-3,4-dihydro-2H-pyrido[3,2-b][1,4]oxazine OCC1NC2=C(OC1)C=CC=N2.[Na]